C1(CCCCC1)N=C=N cyclohexylcarbodiimide